tert-butyl (1R,2S,5S)-2-[[(1S)-2-amino-2-oxo-1-[[(3S)-2-oxopyrrolidin-3-yl]methyl] ethyl]carbamoyl]-6,6-dimethyl-3-azabicyclo[3.1.0]hexane-3-carboxylate NC([C@H](C[C@H]1C(NCC1)=O)NC(=O)[C@@H]1[C@H]2C([C@H]2CN1C(=O)OC(C)(C)C)(C)C)=O